FC1(CC2(C1)C[C@@H](N(CC2)CC2=C1C=CNC1=C(C=C2OC)C)C=2C=NN(C2)CCOC)F (R)-2,2-difluoro-7-((5-methoxy-7-methyl-1H-indol-4-yl)methyl)-6-(1-(2-methoxyethyl)-1H-pyrazol-4-yl)-7-azaspiro[3.5]nonane